7-(7-(4,4-difluoropiperidine-1-carbonyl)naphthalen-2-yl)-3-methylpyrido[3,2-d]pyrimidin-4(3H)-one FC1(CCN(CC1)C(=O)C1=CC=C2C=CC(=CC2=C1)C1=CC=2N=CN(C(C2N=C1)=O)C)F